N-(trans-4-ethoxycyclohexyl)-5-(pyrido[2,3-b]pyrazin-7-yl)pyrrolo[2,1-f][1,2,4]triazin-2-amine C(C)O[C@@H]1CC[C@H](CC1)NC1=NN2C(C=N1)=C(C=C2)C2=CC=1C(=NC=CN1)N=C2